CN(C)CCN1C(N(C=C1)C)C(=O)[O-] 1-(dimethylaminoethyl)-3-methylimidazole-2-carboxylate